C(#N)C1=CC(=C(C=C1)NS(=O)(=O)C1=CNC=2C(N(CCC21)C)=O)F N-(4-cyano-2-fluorophenyl)-6-methyl-7-oxo-4,5-dihydro-1H-pyrrolo[2,3-c]pyridine-3-sulfonamide